N-(2,4-difluoro-3-iodophenyl)-5-fluoro-2-methoxybenzenesulfonamide FC1=C(C=CC(=C1I)F)NS(=O)(=O)C1=C(C=CC(=C1)F)OC